C[C@@H]1O[C@@H](CN(C1)C1=CC=CC(=N1)C1=NC2=CC(=NC=C2C=C1)CNC(C1=CC(=CC=C1)NS(=O)(=O)C#CC)=O)C N-((2-(6-((cis)-2,6-dimethylmorpholino)pyridin-2-yl)-1,6-naphthyridin-7-yl)methyl)-3-(prop-1-yn-1-ylsulfonamido)benzamide